triphosphono phosphate P(=O)(OP(=O)(O)O)(OP(=O)(O)O)OP(=O)(O)O